tert-butyl (tert-butoxycarbonyl)(3-cyano-6-(2-methoxynaphthalen-1-yl)pyrazolo[1,5-a]pyrimidin-7-yl)carbamate C(C)(C)(C)OC(=O)N(C(OC(C)(C)C)=O)C1=C(C=NC=2N1N=CC2C#N)C2=C(C=CC1=CC=CC=C21)OC